3-hydroxyphenazine-2-sulfonic acid OC=1C(=CC2=NC3=CC=CC=C3N=C2C1)S(=O)(=O)O